(6R,7R)-7-amino-3-methoxy-8-oxo-5-thia-1-azabicyclo[4.2.0]oct-2-ene-2-carboxylic acid N[C@H]1[C@H]2SCC(=C(N2C1=O)C(=O)O)OC